BrC1=CC=CC=2C=COC21 7-Bromo-1-benzofuran